2-(methylthio)-4-(1H-pyrrol-3-yl)-6-(trifluoromethyl)pyrimidine 4-methoxy-3-(5-(thiophen-2-yl)pyridin-3-yl)phenyl-cycloheptylcarbamate COC1=C(C=C(C=C1)N(C(O)=O)C1CCCCCC1)C=1C=NC=C(C1)C=1SC=CC1.CSC1=NC(=CC(=N1)C1=CNC=C1)C(F)(F)F